methyl-8-oxa-2-azaspiro[4.5]decan-3-one CC1NC(CC12CCOCC2)=O